(2,6-difluorophenyl)carboxamide FC1=C(C(=CC=C1)F)C(=O)N